FC1=C(C=C(C(=C1)C(F)(F)F)F)NS(=O)(=O)C1=CNC(=C1)C1=NC=CC=C1C(F)(F)F N-[2,5-difluoro-4-(trifluoromethyl)phenyl]-5-[3-(trifluoromethyl)-2-pyridyl]-1H-pyrrole-3-sulfonamide